FC=1C=C2COC3(C2=CC1)CCCCC3 5'-fluoro-3'H-spiro[cyclohexane-1,1'-isobenzofuran]